octyl 2-methoxymethyl-3,3-dimethylbutyrate COCC(C(=O)OCCCCCCCC)C(C)(C)C